2-(4-(6-cyclopropyl-4-methyl-2,3-dioxo-3,4-dihydroquinoxalin-1(2H)-yl)piperidin-1-yl)pyrimidine C1(CC1)C=1C=C2N(C(C(N(C2=CC1)C1CCN(CC1)C1=NC=CC=N1)=O)=O)C